tert-butyl 4-[6-[[5-fluoro-4-(1-isopropyl-4-methoxy-2-methyl-imidazo[4,5-c]pyridin-6-yl)pyrimidin-2-yl]amino]-3-pyridyl]piperazine-1-carboxylate FC=1C(=NC(=NC1)NC1=CC=C(C=N1)N1CCN(CC1)C(=O)OC(C)(C)C)C1=CC2=C(C(=N1)OC)N=C(N2C(C)C)C